N1C=C(C2=CC=CC=C12)C1=CC=C(C=C1)C(=O)N1CCC(CC1)C=1NC(=CN1)C (4-(1H-Indol-3-yl)phenyl)(4-(5-methyl-1H-imidazol-2-yl)piperidin-1-yl)methanon